2-methoxy-5-[2-(prop-1-yl)-6-[3-(trifluoromethyl)phenyl]imidazo[1,2-a]pyrazin-3-yl]phenol COC1=C(C=C(C=C1)C1=C(N=C2N1C=C(N=C2)C2=CC(=CC=C2)C(F)(F)F)CCC)O